tert-butyl 3-(4-iodobenzoyl)-3,8-diazabicyclo[3.2.1]octane-8-carboxylate IC1=CC=C(C(=O)N2CC3CCC(C2)N3C(=O)OC(C)(C)C)C=C1